3-(3-chlorobenzyl)benzaldehyde ClC=1C=C(CC=2C=C(C=O)C=CC2)C=CC1